(1S,2R)-1-[4-[4-(dimethoxymethyl)-1-piperidyl]phenyl]-2-(2-pyridyl)tetralin-6-ol COC(C1CCN(CC1)C1=CC=C(C=C1)[C@@H]1[C@@H](CCC2=CC(=CC=C12)O)C1=NC=CC=C1)OC